1-methyl-3-[6-[3-(6-methyl-2-pyridyl)-1H-pyrazol-4-yl]-1,5-naphthyridin-3-yl]pyridin-2-one CN1C(C(=CC=C1)C=1C=NC2=CC=C(N=C2C1)C=1C(=NNC1)C1=NC(=CC=C1)C)=O